(RS)-5-(Butyl)-1-cyclopropyl-9-methoxy-8-(3-methoxypropoxy)-2-oxo-1,2,5,6-tetrahydro-1,10-phenanthroline-3-carboxylic acid C(CCC)[C@H]1C=2C=C(C(N(C2C2=NC(=C(C=C2C1)OCCCOC)OC)C1CC1)=O)C(=O)O |r|